BrCC=1N=CC(=NC1CC1(CC1)C#N)C#N 5-(bromomethyl)-6-((1-cyanocyclopropyl)methyl)pyrazine-2-carbonitrile